CC=1C=CC=2C(C3=CC=C(C=C3OC2C1)C)NC(=O)C1=CC(=C(NC1=O)C(F)(F)F)C1=CC=NC=C1 N-(3,6-dimethyl-9H-xanthen-9-yl)-6-oxo-2-(trifluoromethyl)-1,6-dihydro-[3,4'-bipyridine]-5-carboxamide